(9-iodonon-7-yn-1-yl)oxyldimethylsilane ICC#CCCCCCCO[SiH](C)C